CN1C(C(=CC2=CC=CC=C12)C(=O)NC1=C(C=CC=C1)C)=O 1-Methyl-N-(o-tolyl)-2-oxo-quinoline-3-carboxamide